ClC1=CC(=NC=C1)NC(CC1CCCCC1)=O N-(4-chloropyridin-2-yl)-2-cyclohexylacetamide